6-((6-amino-2-(difluoromethyl)pyrimidin-4-yl)amino)-4-(ethylamino)-N-(2-azaspiro[3.3]heptan-6-yl)nicotinamide NC1=CC(=NC(=N1)C(F)F)NC1=NC=C(C(=O)NC2CC3(CNC3)C2)C(=C1)NCC